(5R)-5-Ethyl-3-(5-spiro[2H-benzofuran-3,1'-cyclopropan]-4-yloxypyrazin-2-yl)imidazolidin-2,4-dion C(C)[C@@H]1C(N(C(N1)=O)C1=NC=C(N=C1)OC1=CC=CC2=C1C1(CC1)CO2)=O